2-((1-(2-(Isoindolin-2-yl)-3-(4-methoxybenzyl)-6-methyl-4-oxo-3,4-dihydroquinazolin-8-yl)ethyl)amino)benzoic acid C1N(CC2=CC=CC=C12)C1=NC2=C(C=C(C=C2C(N1CC1=CC=C(C=C1)OC)=O)C)C(C)NC1=C(C(=O)O)C=CC=C1